IC=1C=C(C=CC1)[C@](C(=O)NNC)(CCCCC(C#C)(C)C)C (R)-2-(3-iodophenyl)-N',2,7,7-tetramethylnon-8-ynehydrazide